C1(=CC=CC=C1)C=1C2=CC=CC=C2C(=C2C=CC=CC12)BC1=C(C(=CC=C1)C)C 9-phenyl-10-(dimethylphenyl-boryl)anthracene